N-(2,6-dimethylphenyl)-N-ethylbenzamidine CC1=C(C(=CC=C1)C)N(C(C1=CC=CC=C1)=N)CC